1-(5-Bromo-3-methyl-2-pyridyl)-4-isopropyl-piperazine BrC=1C=C(C(=NC1)N1CCN(CC1)C(C)C)C